ClC=1C=C(C=CC1F)N(C(=O)[C@H]1N([C@@H]2CC[C@H]1C2)C2=NC(=CC(=C2)C(F)(F)F)C)CCCN(C)C (1R,3S,4S)-N-(3-chloro-4-fluorophenyl)-N-(3-(dimethylamino)propyl)-2-(6-methyl-4-(trifluoromethyl)pyridin-2-yl)-2-azabicyclo[2.2.1]heptane-3-carboxamide